4-(benzyloxy)-5,6-difluoro-1-methyl-1H-indole-2-carboxylic acid methyl ester COC(=O)C=1N(C2=CC(=C(C(=C2C1)OCC1=CC=CC=C1)F)F)C